N-methyl[(6-{3-[2-(1,3,5-trimethyl-1H-pyrazol-4-yl)ethoxy]pyridin-2-yl}-[1,2,4]triazolo[4,3-a]pyridin-3-yl)methyl]amine CNCC1=NN=C2N1C=C(C=C2)C2=NC=CC=C2OCCC=2C(=NN(C2C)C)C